1,2,4-tris(chloromethyl)benzene ClCC1=C(C=C(C=C1)CCl)CCl